COC1=CC=C(COC2=NC(=NC(=C2C(=O)O)OCC2=CC=C(C=C2)OC)SC)C=C1 4,6-bis((4-methoxybenzyl)oxy)-2-(methylthio)pyrimidine-5-carboxylic acid